COC=1C=C(C=CC1OCC=C)/C=C/C(=O)C1=CC=C(OC(C(=O)O)C)C=C1 2-[4-[(E)-3-(3-Methoxy-4-prop-2-enoxyphenyl)prop-2-enoyl]phenoxy]propanoic acid